C(C)(C)S(=O)(=O)N1CC=2N(CC1)N=C(C2)N 5-(isopropylsulfonyl)-4,5,6,7-tetrahydropyrazolo[1,5-a]pyrazin-2-amine